FC(C=1C=C(CNC(=O)C23CC4(CC(CC(C2)C4)C3)C3=CC=C(C=C3)Cl)C=C(C1)C(F)(F)F)(F)F 3-(4-Chloro-phenyl)-adamantane-1-carboxylic acid 3,5-bis-trifluoromethyl-benzyl amide